diallyl-bisphenol A cyanate [O-]C#N.C(C=C)C=1C(=C(O)C=CC1C(C)(C)C1=CC=C(C=C1)O)CC=C